C(C1=CC=CC=C1)N(CCC(N)=N)C=1SC(=C(N1)C1=CC(=C(C=C1)Cl)Cl)CC(C)C 3-(benzyl(4-(3,4-dichlorophenyl)-5-isobutylthiazol-2-yl)amino)propanimidamide